N[C@H]1CN(CCC1)C1=NC2=C(N1CC1=NC=C(C#N)C=C1)C=CC=C2 (R)-6-((2-(3-aminopiperidin-1-yl)-1H-benzo[d]imidazol-1-yl)methyl)nicotinonitrile